NC1=C2C(=NC=C1C=O)N(C=C2)CC(=O)O 2-(4-amino-5-formyl-1H-pyrrolo[2,3-b]pyridin-1-yl)acetic acid